FC(C=1C=CC(=NC1)N1CCCCC1)(F)F 1-(5-(trifluoromethyl)pyridin-2-yl)piperidin